1-(1-(3-(4-(4-Bromobutoxy)phenyl)isoquinolin-8-yl)-3-(tetrahydro-2H-pyran-4-yl)-5,6-dihydroimidazo[1,5-a]pyrazin-7(8H)-yl)ethan-1-one BrCCCCOC1=CC=C(C=C1)C=1N=CC2=C(C=CC=C2C1)C=1N=C(N2C1CN(CC2)C(C)=O)C2CCOCC2